O1CCC(CC1)N1CCC(CC1)C=1SC=CN1 2-(1-(tetrahydro-2H-pyran-4-yl)piperidin-4-yl)thiazole